3-hydroxy-1,2-propanedithiol OCC(CS)S